Cl.N[C@@H]1CN(CC[C@H]1F)C1=NC2=C(N1CC1=NC=C(C=C1)Cl)C=CC(=C2)C#N 2-((3r,4r)-3-amino-4-fluoropiperidin-1-yl)-1-((5-chloropyridin-2-yl)methyl)-1H-benzo[d]imidazole-5-carbonitrile hydrochloride